NC1=NC=CC=C1C1=NC=2C(=NC(=CC2)C2=C(C=CC=C2)F)N1C1=CC=C(C=C1)C1CN(CC1)C[C@@H]1CC[C@H](CC1)C(=O)OC trans-methyl 4-[[3-[4-[2-(2-amino-3-pyridyl)-5-(2-fluorophenyl)imidazo[4,5-b]pyridin-3-yl]phenyl]pyrrolidin-1-yl]methyl]cyclohexanecarboxylate